(3S)-4-amino-N-((1S,3S)-3-hydroxycyclohexyl)-3-methyl-N-((5-(trifluoromethyl)-2-pyridinyl)methyl)-1,3-dihydrofuro[3,4-c]quinoline-8-carboxamide NC1=NC=2C=CC(=CC2C2=C1[C@@H](OC2)C)C(=O)N(CC2=NC=C(C=C2)C(F)(F)F)[C@@H]2C[C@H](CCC2)O